COC=1C=CC(=C2C=CC=NC12)NC1CCN(CC1)CC(=O)N1[C@@H](CCC1)C#N (S)-1-(2-(4-((8-methoxyquinolin-5-yl)amino)piperidin-1-yl)acetyl)pyrrolidine-2-carbonitrile